ClC1=CC=C(C(=N1)C(=O)O)N[C@H](C)C1=CC(=CN2C1=NC(=C(C2=O)C#N)N2CC1=CC(=C(C=C1C2)F)F)C (R)-6-chloro-3-((1-(3-cyano-2-(5,6-difluoroisoindolin-2-yl)-7-methyl-4-oxo-4H-pyrido[1,2-a]pyrimidin-9-yl)ethyl)amino)picolinic acid